FC=1C=CC=C2C=C(NC12)C(=O)N1CCC(CC1)C=1C=C2CN(C(C2=CC1)=O)C1C(NC(CC1)=O)=O 3-(5-(1-(7-fluoro-1H-indole-2-carbonyl)piperidin-4-yl)-1-oxoisoindolin-2-yl)piperidine-2,6-dione